CC1=CC2=C(OP(OC3=C(C2)C=C(C=C3C(C)(C)C)C)OCCCC3=CC(=C(C(=C3)C(C)(C)C)O)C(C)(C)C)C(=C1)C(C)(C)C 2,10-dimethyl-4,8-di-t-butyl-6-[3-(3,5-dit-butyl-4-hydroxyphenyl)propoxy]-12H-dibenzo[d,g][1,3,2]dioxaphosphocin